tert-Butyl 1-methyl-5-thioxopyrrolidine-2-carboxylate CN1C(CCC1=S)C(=O)OC(C)(C)C